C(#N)C1=CC(=C(OCC2=CC=CC(=N2)OC2=CC=C(CC3=NC4=C(N3C[C@H]3OCC3)C=C(C=C4)C(=O)OC)C=C2)C=C1)F methyl (S)-2-(4-((6-((4-cyano-2-fluorophenoxy)methyl)pyridin-2-yl)oxy)benzyl)-1-(oxetan-2-ylmethyl)-1H-benzo[d]imidazole-6-carboxylate